CC1=NC2=CC=C(C=C2C(=C1)NC=1C=NC(=CC1)C1=NC=2C(=NC=C(C2)NC2=CC(=NC=C2)C)N1)N1CCOCC1 2-methyl-N-(6-(6-(2-methylpyridin-4-ylamino)-3H-imidazo[4,5-b]pyridin-2-yl)pyridin-3-yl)-6-morpholinoquinolin-4-amine